C(C)N(C)B(N(CC)C)N(CC)C Tris(ethylmethylamino)borane